2,3-Dihydroxypropyl stearate C(CCCCCCCCCCCCCCCCC)(=O)OCC(CO)O